CN(CCOC1=CC=CC=C1)C N,N-dimethyl-2-phenoxy-ethan-1-amine